C(CCCCCC)C1=C(C=CC=C1)OC(NC1CC(CC(C1)(C)C)(C)CNC(=O)OC1=C(C=CC=C1)CCCCCCC)=O 3-((heptylphenoxy)carbonylamino-methyl)-3,5,5-trimethylcyclohexyl-carbamic acid (heptylphenyl) ester